2-acetoxy-1-methoxypropane C(C)(=O)OC(COC)C